racemic-tert-butyl 1-(cyanomethyl)-3,8-diazabicyclo[3.2.1]octane-8-carboxylate C(#N)CC12CNCC(CC1)N2C(=O)OC(C)(C)C